triisopropanol titanium [Ti].C(C)(C)O.C(C)(C)O.C(C)(C)O